1-ethyldimethylimidazole tetrafluoroborate F[B-](F)(F)F.C(C)N1C(=NC(=C1)C)C